I.S(O)(O)(=O)=O sulfuric acid, hydroiodide